[2-(2-chloro-3,5-difluoropyridin-4-yl)propan-2-yl]Carbamic acid benzyl ester C(C1=CC=CC=C1)OC(NC(C)(C)C1=C(C(=NC=C1F)Cl)F)=O